C(#N)C1=CC=C(C=C1)C(CNC(C(=O)NC1=NC=C(C=C1)C=1C=NN(C1)CC(=O)NC)C1=CC=CC=C1)C 2-((2-(4-cyano-phenyl)propyl)-amino)-N-(5-(1-(2-(methylamino)-2-oxoethyl)-1H-pyrazol-4-yl)pyridin-2-yl)-2-phenylacetamide